2-(3,5-dimethylphenyl)-N4-(2-(isopropylsulfonyl)phenyl)pyrimidine-2,4-diamine CC=1C=C(C=C(C1)C)C1(NC=CC(=N1)NC1=C(C=CC=C1)S(=O)(=O)C(C)C)N